C1(CC1)N([C@@H](CO)C(=O)O)C(=O)OC(C)(C)C cyclopropyl-(tert-butyloxycarbonyl)-L-serine